(S)-5'-((dimethylamino)methyl)-2'-(1-(4-ethoxy-5-fluoropyridin-2-yl)ethyl)-7'-((2-(methylamino)-1H-imidazol-1-yl)methyl)-2',3'-dihydro-1'H-spiro[cyclopropan-1,4'-isoquinolin]-1'-one CN(C)CC1=C2C3(CN(C(C2=CC(=C1)CN1C(=NC=C1)NC)=O)[C@@H](C)C1=NC=C(C(=C1)OCC)F)CC3